NC1=C(C=CC(=C1)CCC1=CC=C(C=C1)C(F)(F)F)NC([C@@H]([C@H](CCCC)F)F)=O (2S,3S)-N-(2-Amino-4-(4-(trifluoromethyl)phenethyl)phenyl)-2,3-difluoroheptanamid